(2S,3S,4R,5R)-5-(4-amino-7H-pyrrolo[2,3-d]pyrimidin-7-yl)-2-(chloromethyl)-3-methyltetrahydrofuran-3,4-diol NC=1C2=C(N=CN1)N(C=C2)[C@H]2[C@@H]([C@@]([C@H](O2)CCl)(O)C)O